FC1=C(C=CC=C1C[C@@H]1N(CC2(CC2)[C@@H]1NS(=O)(=O)CF)C(=O)NC[C@H](C)F)C1=CC=CC=C1 (6S,7S)-6-((2-fluoro-[1,1'-biphenyl]-3-yl)methyl)-7-((fluoromethyl)sulfonamido)-N-((S)-2-fluoropropyl)-5-azaspiro[2.4]heptane-5-carboxamide